5-pyrimidinemethylamine N1=CN=CC(=C1)CN